OC(C#C\C(=C/C=O)\C1=CC=C(C=C1)OC)(C#C[Si](C)(C)C)C1=CC=CC=C1 (Z)-6-hydroxy-3-(4-methoxyphenyl)-6-phenyl-8-(trimethylsilyl)oct-2-en-4,7-diyne-1-al